CS(=O)(=O)OC1CCC2(CCCN(C2)C(=O)OC(C)(C)C)CC1 tert-butyl 9-methylsulfonyloxy-2-azaspiro[5.5]undecane-2-carboxylate